3-(3-fluoro-5,6-dimethoxybenzo[b]selenophene-2-carboxamido)propionic acid FC=1C2=C([Se]C1C(=O)NCCC(=O)O)C=C(C(=C2)OC)OC